6-((2-oxo-1,2-dihydroquinolin-3-yl)methyl)quinolin-1-ium 2,2,2-trifluoroacetate FC(C(=O)[O-])(F)F.O=C1NC2=CC=CC=C2C=C1CC=1C=C2C=CC=[NH+]C2=CC1